3-iodo-1H-pyrazolo[3,4-d]pyrimidin IC1=NNC2=NC=NC=C21